N(=O)N(O)C1=CC=CC=C1 N-nitrosophenylhydroxylamine